Palladium(II) phenanthrolin N1=CC=CC2=CC=C3C=CC=NC3=C12.[Pd+2]